methoxychromen COC1C=CC2=CC=CC=C2O1